OP(=S)(O)O monothiophosphoric acid